C(C)(C)C(CCCCC)([PH2]=O)C(C)CC 1-isopropyl-sec-butyl-phosphinoyl-hexane